(E)-4-(2-chlorophenyl)-2-(2-hexyloxyformylbenzylidenehydrazino)thiazole ClC1=C(C=CC=C1)C=1N=C(SC1)N/N=C/C1=C(C=CC=C1)C(=O)OCCCCCC